C(C(=C)C)(=O)OC1=C(C=C(C=C1C)[S+](C1=CC=CC=C1)C1=CC=CC=C1)C (4-methacryloxy-3,5-dimethylphenyl)diphenyl-sulfonium